3-(4-fluorophenyl)-6-{4-[4-(propan-2-yl)piperazin-1-yl]phenyl}-1,2-dihydroquinolin-2-one FC1=CC=C(C=C1)C=1C(NC2=CC=C(C=C2C1)C1=CC=C(C=C1)N1CCN(CC1)C(C)C)=O